1-[(3S)-3-({5-[2-(difluoromethyl)-1-methyl-1H-imidazol-4-yl]-6-methylpyridin-2-yl}amino)pyrrolidin-1-yl]-2-[4-(trifluoromethoxy)phenyl]ethan-1-one FC(C=1N(C=C(N1)C=1C=CC(=NC1C)N[C@@H]1CN(CC1)C(CC1=CC=C(C=C1)OC(F)(F)F)=O)C)F